C(C)(C)OC=1C(=CC=2C(N1)=NN(C2)C2OCCCC2)C(=O)OC methyl 6-isopropoxy-2-(tetrahydro-2H-pyran-2-yl)-2H-pyrazolo[3,4-b]pyridine-5-carboxylate